α,β-diaminopropionic acid NC(C(=O)O)CN